tert-butyl (3aR,6aS)-3a-methyl-5-oxohexahydrocyclopenta[c]pyrrole-2(1H)-carboxylate C[C@@]12[C@@H](CN(C1)C(=O)OC(C)(C)C)CC(C2)=O